C1(=CC=C(C=C1)CCN)CCN para-benzenediethaneamine